OCCCCCNC(=O)NCC1=CC=C(C=C1)OC 1-(5-hydroxypentyl)-3-(4-methoxybenzyl)urea